ClC=1C=CC2=C(C(CC(O2)C(=O)NC23[C@H](CC(CC2)(CC3)N3C=NC(=C3)C3CC(C3)OC(F)(F)F)O)O)C1 6-chloro-4-hydroxy-N-[(2S)-2-hydroxy-4-{4-[(1s,3R)-3-(trifluoromethoxy)cyclobutyl]-1H-imidazol-1-yl}bicyclo[2.2.2]octan-1-yl]-3,4-dihydro-2H-1-benzopyran-2-carboxamide